FC(OC1=C(C=CC=C1)CNC(=O)C=1C=C(C=NC1OC)C1=CC=C2C(=NNC2=C1)C(=O)NC)F 6-[5-({[2-(difluoromethoxy)phenyl]methyl}carbamoyl)-6-methoxypyridin-3-yl]-N-methyl-1H-indazole-3-carboxamide